CC(C=O)(CNCCCCCC)C 2,2-dimethyl-3-hexylaminopropanal